FC=1C=CC=C2CCO[C@H](C12)CNC (R)-1-(8-fluoroisochroman-1-yl)-N,N-dimethylamine